CC(CC/C(/C(=O)O)=C\C1=CC=CC=C1)C.C(C=CC1=CC=CC=C1)(=O)OCCC(C)C isoamyl cinnamate (3-methylbutyl (E)-3-phenylprop-2-enoate)